(3R)-3-amino-8-fluoro-7-[5-[2-(hydroxymethyl)tetrahydrofuran-2-yl]-1,2,4-oxadiazol-3-yl]-1,1-dioxo-5-[(4-phenoxyphenyl)methyl]-2,3-dihydro-1lambda6,5-benzothiazepin-4-one N[C@H]1CS(C2=C(N(C1=O)CC1=CC=C(C=C1)OC1=CC=CC=C1)C=C(C(=C2)F)C2=NOC(=N2)C2(OCCC2)CO)(=O)=O